CCCCCCCCCC=CCCCCCCCCC 10-Eicosene